ethyl 4-[2-(3-hydroxy-1-methyl-2-oxo-pyrrolidin-3-yl)ethynyl]-2,6-dimethyl-7-oxo-1H-pyrrolo[2,3-c]pyridine-3-carboxylate OC1(C(N(CC1)C)=O)C#CC=1C2=C(C(N(C1)C)=O)NC(=C2C(=O)OCC)C